[8-ethyl-7-fluoro-3-(methoxymethyloxy)-1-naphthyl] trifluoromethanesulfonate FC(S(=O)(=O)OC1=CC(=CC2=CC=C(C(=C12)CC)F)OCOC)(F)F